Tetraethyl (((2-(3-(phenylcarbamoyl)phenyl)thieno[2,3-d]pyrimidin-4-yl)amino)methylene)bis(phosphonate) C1(=CC=CC=C1)NC(=O)C=1C=C(C=CC1)C=1N=C(C2=C(N1)SC=C2)NC(P(OCC)(OCC)=O)P(OCC)(OCC)=O